COC=1C=CC2=C(CC3CCC2N3)C1 (±)-2-Methoxy-6,7,8,9-tetrahydro-5H-5,8-epiminobenzo[7]annulene